NCC1=CC(=C(C(=C1)F)C1=NOC(=C1)C=1C(=NC=C(N1)C1=CC=C(C=C1)S(=O)(=O)C(C)C)NC(OC(C)(C)C)=O)F 2-tert-butyl (3-(3-(4-(aminomethyl)-2,6-difluorophenyl)isoxazol-5-yl)-5-(4-(isopropylsulfonyl)phenyl)pyrazin-2-yl)carbamate